CN([Si]1(O[Si](O[Si](O1)(C)N(C)C)(C)N(C)C)C)C 2,4,6-tris(dimethylamino)-2,4,6-trimethylcyclotrisiloxane